S(=O)(=O)([O-])[O-].[Ca+2].C(C(O)C)(=O)OC(CCCCCCCCCCCCCCCCC)=O.[Ca+2].S(=O)(=O)([O-])[O-] calcium stearoyl lactate calcium sulfate